C(C)(C)(C)OC(=O)N1[C@H]2CN(C[C@@H]1[C@@H](C2)O)C2=NC(=C(C1=C(C(=NC=C21)Cl)F)C)Cl.O2C(OCC2)NC2=CC=CC=C2 (1,3-dioxolan-2-yl)aniline tert-butyl-(1R,5R,6R)-3-(3,6-dichloro-5-fluoro-4-methyl-2,7-naphthyridin-1-yl)-6-hydroxy-3,8-diazabicyclo[3.2.1]octane-8-carboxylate